(4R)-6-[(azetidin-3-yl)amino]-4-(3-chloro-2,4-difluorophenyl)-5-fluoro-4-methyl-3,4-dihydro-2,7-naphthyridin-1(2H)-one N1CC(C1)NC=1C(=C2[C@@](CNC(C2=CN1)=O)(C)C1=C(C(=C(C=C1)F)Cl)F)F